(methacryloyloxy)propylmethyldiethoxysilane C(C(=C)C)(=O)OCCC[Si](OCC)(OCC)C